(2E)-N-(5-chloro-2-methylpyridin-3-yl)-3-(4-fluoro-1-methyl-2-oxo-3H-1,3-benzodiazol-5-yl)prop-2-enamide ClC=1C=C(C(=NC1)C)NC(\C=C\C1=C(C2=C(N(C(N2)=O)C)C=C1)F)=O